ClC1=NC=CC2=CC=C(C=C12)[N+](=O)[O-] 1-chloro-7-nitroisoquinoline